ClC1=NC=C(C(=N1)C=1C=C(C=CC1)N1CCOCC1)F 4-[3-(2-chloro-5-fluoro-pyrimidin-4-yl)phenyl]morpholine